Benzyl 6-(6-(benzyloxy)pyridin-2-yl)-3-azabicyclo[4.1.0]heptane-3-carboxylate C(C1=CC=CC=C1)OC1=CC=CC(=N1)C12CCN(CC2C1)C(=O)OCC1=CC=CC=C1